C(#C)C1=C(C=C(C=N1)C1=C(C2=C(N=CN=C2N)N1C)C1=CC=C(C=C1)OC1=NC=CC(=N1)C)F 6-(6-ethynyl-5-fluoropyridin-3-yl)-7-methyl-5-(4-((4-methylpyrimidin-2-yl)oxy)phenyl)-7H-pyrrolo[2,3-d]pyrimidin-4-amine